(R)- or (S)-2-(2-cyclopropyl-4-fluoro-6-isopropylphenyl)-N-(4-((dimethylamino)methyl)phenylsulfonimidoyl)acetamide C1(CC1)C1=C(C(=CC(=C1)F)C(C)C)CC(=O)N[S@](=O)(=N)C1=CC=C(C=C1)CN(C)C |o1:17|